NC=1N=C(C=2C(N1)=CN(N2)CC2=C(C=C(C=C2)N2CCN(CC2)C(CC2CC(C2)C(=O)NCCCCCCCCCCCCCCCC)=O)OC)NCCCC (1s,3s)-3-(2-(4-(4-((5-amino-7-(butylamino)-2H-pyrazolo[4,3-d]pyrimidin-2-yl)methyl)-3-methoxyphenyl)piperazin-1-yl)-2-oxoethyl)-N-hexadecylcyclobutane-1-carboxamide